(±)-2-[4-[(1S)-1-[(4,5-dichloro-1-methyl-indole-2-carbonyl)amino]-2-hydroxy-ethyl]phenyl]-2-cyclopropyl-acetic acid ClC1=C2C=C(N(C2=CC=C1Cl)C)C(=O)N[C@H](CO)C1=CC=C(C=C1)[C@H](C(=O)O)C1CC1 |&1:24|